ClC1=C(C(=CC=C1Cl)O)[C@@H]1CC(N(C1)C=1N=NN(C1)C)=O (S)-4-(2,3-dichloro-6-hydroxyphenyl)-1-(1-methyl-1H-1,2,3-triazol-4-yl)pyrrolidin-2-one